2-methylamino-4-ethylamino-6-chloro-1,3,5-triazine CNC1=NC(=NC(=N1)NCC)Cl